N1C(=NC2=C1C=CC=C2)C=2C=C(C=CC2)NC2=C(C=C(C=C2)C=2N=NC=CC2)[N+](=O)[O-] N-(3-(1H-benzo[d]imidazol-2-yl)phenyl)-2-nitro-4-(pyridazin-3-yl)aniline